2-{[2,6-bis(2,4,6-triisopropylphenyl)phenyl]-(2-thienyl)-phosphino}-benzenesulfonic acid C(C)(C)C1=C(C(=CC(=C1)C(C)C)C(C)C)C1=C(C(=CC=C1)C1=C(C=C(C=C1C(C)C)C(C)C)C(C)C)P(C1=C(C=CC=C1)S(=O)(=O)O)C=1SC=CC1